tricarbon dioxide C(=C=O)=C=O